FC(C(=O)O)(F)F.NC1=NC=NC2=C1C=1C3=C(C(NCC1N2C(C)C)=O)N(N=C3)C3CC3 11-amino-3-cyclopropyl-7-isopropyl-3,5,6,7-tetrahydro-4H-pyrazolo[3,4-c]pyrimido[5',4':4,5]pyrrolo[3,2-e]azepin-4-one 2,2,2-trifluoroacetate